3-((7-chloro-6-((6-fluoropyrazolo[1,5-a]pyridin-3-yl)oxy)-1-methyl-1H-imidazo[4,5-b]pyridin-2-yl)amino)-1-(3-hydroxycyclobutyl)-5-(trifluoromethyl)pyridin-2(1H)-one ClC1=C2C(=NC=C1OC=1C=NN3C1C=CC(=C3)F)N=C(N2C)NC=2C(N(C=C(C2)C(F)(F)F)C2CC(C2)O)=O